5-(7-(2,3-dichloro-6-methoxyphenyl)imidazo[1,2-a]pyridin-2-yl)hexahydrocyclopenta[c]pyrrole-2(1H)-carboxylic acid tert-butyl ester C(C)(C)(C)OC(=O)N1CC2C(C1)CC(C2)C=2N=C1N(C=CC(=C1)C1=C(C(=CC=C1OC)Cl)Cl)C2